[Na+].CC1=C(OC(O1)=O)COC(=O)NCCCS(=O)(=O)[O-] 3-({[(5-methyl-2-oxo-1,3-dioxol-4-yl)methoxy]carbonyl}amino)-1-propanesulfonic acid sodium salt